FC1=CC(=C(C=C1)C1=CC(=C(N=N1)NC1C[C@@H]2[C@@H](CN(C2)CC2CCOCC2)C1)C(F)(F)F)C (3aR,5s,6aS)-N-(6-(4-fluoro-2-methylphenyl)-4-(trifluoromethyl)pyridazin-3-yl)-2-((tetrahydro-2H-pyran-4-yl)methyl)octahydro-cyclopenta[c]pyrrol-5-amine